N-(2-Propionylphenyl)acetamide C(CC)(=O)C1=C(C=CC=C1)NC(C)=O